C(C)(C)(C)C1=NN2C(N=C(C3=CC=CC=C23)C2=CC(=C(C(=C2)OC)OC)OC)=C1 (tert-butyl)-5-(3,4,5-trimethoxyphenyl)pyrazolo[1,5-a]quinazoline